C(C)(C)(C)N1CCC/2(CC1)CC1=C(N=C(S1)Cl)\C2=N/[S@](=O)C(C)(C)C tert-butyl-(R,Z)-4-((tert-butylsulfinyl)imino)-2-chloro-4,6-dihydrospiro[cyclopenta[d]thiazole-5,4'-piperidine]